2'-methyl-3,4'-bipyridine CC1=NC=CC(=C1)C=1C=NC=CC1